FC(OC1=CC2=C(N=C(S2)NC(=O)C2CC3CCCCC3CC2)C=C1)(F)F N-[6-(trifluoromethoxy)-1,3-benzothiazol-2-yl]-decalin-2-carboxamide